2,4,6-tritolyl-pyridine C1(=C(C=CC=C1)C1=NC(=CC(=C1)C1=C(C=CC=C1)C)C1=C(C=CC=C1)C)C